2-((E)-((E)-3-chloro-5-methoxy-4-((E)-3-(4-methoxyphenyl)acryloyloxy)benzylidene)amino)-3-methylpentanoic acid ClC=1C=C(\C=N\C(C(=O)O)C(CC)C)C=C(C1OC(\C=C\C1=CC=C(C=C1)OC)=O)OC